(1R,3S)-5-(2-((1R,3aS,7aR,E)-1-((R)-1-((S)-3-(1,1-difluoroethyl)pyrrolidin-1-yl)propan-2-yl)-7a-methyloctahydro-4H-inden-4-ylidene)ethylidene)cyclohexane-1,3-diol FC(C)(F)[C@@H]1CN(CC1)C[C@H](C)[C@H]1CC[C@H]2\C(\CCC[C@]12C)=C\C=C1C[C@@H](C[C@@H](C1)O)O